(3R)-2'-[6-Amino-5-(trifluoromethyl)pyridin-3-yl]-5',6'-dihydrospiro[pyrrolidin-1-ium-3,4'-pyrrolo[1,2-b]pyrazole] chloride [Cl-].NC1=C(C=C(C=N1)C=1C=C2N(N1)CC[C@]21C[NH2+]CC1)C(F)(F)F